2-(8-fluoro-2-methylimidazo[1,2-a]pyridin-6-yl)-7-(4-methylpiperazin-1-yl)-4H-pyrido[1,2-a][1,3,5]triazin-4-one FC=1C=2N(C=C(C1)C=1N=C3N(C(N1)=O)C=C(C=C3)N3CCN(CC3)C)C=C(N2)C